O=C1NC(CCC1N1C(C2=CC=C(C=C2C1=O)N1CCN(CC1)CC1=CC(=CC=C1)CN1CCNCC1)=O)=O 2-(2,6-dioxo-3-piperidyl)-5-[4-[[3-(piperazin-1-ylmethyl)phenyl]methyl]piperazin-1-yl]isoindoline-1,3-dione